COC1CCC(CC1)=O 1-methoxy-4-oxocyclohexane